C1(CC1)C1=NOC(C1=CC=1SC(=CC1)N(C)C)=O 3-cyclopropyl-4-((5-(dimethylamino)thiophen-2-yl)methylene)isoxazol-5(4H)-one